1-(2-tert-butyl-1-cyclohexyloxy)-2-butanol C(C)(C)(C)C1C(CCCC1)OCC(CC)O